(R)-2-((2,4-difluorophenyl)amino)-7-(2,3-dihydroxypropoxy)-10,11-dihydro-5H-dibenzo[a,d][7]annulen-5-one FC1=C(C=CC(=C1)F)NC1=CC2=C(C(C3=C(CC2)C=CC(=C3)OC[C@@H](CO)O)=O)C=C1